CC1=C(C=C(C=C1)[N+](=O)[O-])B(O)O (2-methyl-5-nitrophenyl)boronic acid